Acrylamido-2-Methyl-propane Sodium [Na].C(C=C)(=O)NCC(C)C